((Di-tert-butoxyphosphoryl)oxy)methyl (2-methoxyethyl)((2-(methylamino)pyridin-3-yl)methyl)carbamate COCCN(C(OCOP(=O)(OC(C)(C)C)OC(C)(C)C)=O)CC=1C(=NC=CC1)NC